3-fluoro-6-methoxy-4-(1-(3-methyloxetan-3-yl)-6-(2,2,2-trifluoro-1-hydroxyethyl)-1H-benzo[d]imidazol-2-yl)benzene-1,2-diol FC1=C(C(=C(C=C1C1=NC2=C(N1C1(COC1)C)C=C(C=C2)C(C(F)(F)F)O)OC)O)O